C1(=CC=CC=C1)S(=O)(=O)N1N=CC2=CC3=C(C=C12)C(=C(N3C3=CC=C(C=C3)F)C(C)(C)O)CC(C(=O)OC)(C)C methyl 3-[1-(benzenesulfonyl)-5-(4-fluorophenyl)-6-(1-hydroxy-1-methyl-ethyl)pyrrolo[2,3-f]indazol-7-yl]-2,2-dimethyl-propanoate